O=C1NC(CCC1N1C(C2=CC=CC(=C2C1=O)NCCCCCCCC(=O)OC(C)(C)C)=O)=O tert-butyl 8-[[2-(2,6-dioxo-3-piperidyl)-1,3-dioxo-isoindolin-4-yl]amino]octanoate